(3aS,4R,6aR)-6-(((tert-butyldiphenylsilyl)oxy)methyl)-5-iodo-2,2-dimethyl-3a,6a-dihydro-4H-cyclopenta[d][1,3]dioxol-4-ol [Si](C1=CC=CC=C1)(C1=CC=CC=C1)(C(C)(C)C)OCC1=C([C@@H]([C@H]2[C@@H]1OC(O2)(C)C)O)I